C(#N)C=1C=NC2=CC(=C(C=C2C1NC1=C(C(=O)O)C=CC=C1)OC)OCCCOC 2-[[3-cyano-6-methoxy-7-(3-methoxypropoxy)-4-quinolinyl]amino]benzoic acid